7-chloro-1,2-dimethyl-5-(pyridin-3-yl)-1,5-dihydro-4H-imidazo[4,5-c]quinolin-4-one ClC=1C=CC=2C3=C(C(N(C2C1)C=1C=NC=CC1)=O)N=C(N3C)C